6-[2-(p-isobutylphenyl)-acetylamino]hexanoic acid C(C(C)C)C1=CC=C(C=C1)CC(=O)NCCCCCC(=O)O